benzo-[4,5]thieno[2,3-c]pyridine C1=NC=CC2=C1SC1=C2C=CC=C1